2-chloro-7-methyl-4-(trans-3-(trifluoromethyl)cyclobutyl)pteridine ClC1=NC2=NC(=CN=C2C(=N1)[C@@H]1C[C@H](C1)C(F)(F)F)C